3,5-bis(trifluoromethyl)aniline Ethyl-2-(7-(hydroxymethyl)-4-oxo-4,5-dihydro-2H-pyrazolo[3,4-c]quinolin-2-yl)-3-methylbutanoate C(C)OC(C(C(C)C)N1N=C2C(NC=3C=C(C=CC3C2=C1)CO)=O)=O.FC(C=1C=C(N)C=C(C1)C(F)(F)F)(F)F